FC1=C(C=CC=C1CNC(C)C1=C(C(=C(C=C1)O)F)O)NC(OC(C)(C)C)=O tert-butyl (2-fluoro-3-(((1-(3-fluoro-2,4-dihydroxyphenyl)ethyl)amino)methyl)phenyl)carbamate